C1(=CC=CC=C1)P(C=1N(C=CC1)C1=CC=CC=C1)C1=CC=CC=C1 2-(diphenylphosphino)-1-phenyl-1H-pyrrole